C(CCCCC\C=C\C=C)(=O)OCC(C)C 2-methylpropyl (7E)-7,9-decadienoate